2-(2'-chlorophenyl)styrene ClC1=C(C=CC=C1)C1=C(C=C)C=CC=C1